C(C)(C)(C)C1N(CCC(C1)NC1=NC(=CC=C1)N1N(C(C=2C1=NC(=NC2)SC)=O)CC)C(=O)OC(CNCCCC)C2=CC(=CC=C2)F 2-(Butylamino)-1-(3-fluorophenyl)ethan-1-ol tert-butyl-4-({6-[2-ethyl-6-(methylsulfanyl)-3-oxo-1H,2H,3H-pyrazolo[3,4-d]pyrimidin-1-yl]pyridin-2-yl}amino)piperidine-1-carboxylate